OC(CS(=O)(=O)O)N hydroxy-2-aminoethyl-sulfonic acid